5-Chloro-2-[2-[5-(difluoromethyl)-3-isoxazolyl]-3-fluorophenoxy]pyrimidin ClC=1C=NC(=NC1)OC1=C(C(=CC=C1)F)C1=NOC(=C1)C(F)F